FC1=C(C=CC(=C1)F)C(CN1N=CN=C1)=O 1-(2,4-difluorophenyl)-2-(1H-1,2,4-triazol-1-yl)ethan-1-one